F[C@H](C[C@@H]1N(C(OC1)(C)C)C(=O)OC(C)(C)C)CO tert-butyl (S)-4-((R)-2-fluoro-3-hydroxypropyl)-2,2-dimethyloxazolidine-3-carboxylate